4-[(E)-3-(3,4-Dihydroxyphenyl)prop-2-enoyl]benzonitrile OC=1C=C(C=CC1O)/C=C/C(=O)C1=CC=C(C#N)C=C1